1-(4-(4-((4-([1,2,4]triazolo[1,5-a]pyridin-7-yloxy)-2-fluoro-3-methylphenyl)amino)pyrido[3,2-d]pyrimidin-6-yl)azepan-1-yl)prop-2-en-1-one N=1C=NN2C1C=C(C=C2)OC2=C(C(=C(C=C2)NC=2C1=C(N=CN2)C=CC(=N1)C1CCN(CCC1)C(C=C)=O)F)C